ClC=1C=2N(C=CC1I)C=CN2 8-chloro-7-iodoimidazo[1,2-a]Pyridine